3'-(2-hydroxy-1,2-oxaborol-4-yl)-3,4-dimethoxy-[1,1'-biphenyl]-2-carbonitrile OB1OC=C(C1)C=1C=C(C=CC1)C=1C(=C(C(=CC1)OC)OC)C#N